COC1=CC(=C(C=C1)C(=O)/C=C\C2=CC=C(C=C2)O)O 2-Hydroxy-alpha-(p-hydroxybenzylidene)-4-methoxyacetophenone